O=C[C@H](O)[C@@H]1[C@@H](O)[C@H](O)CO1 3,6-Anhydrogalactose